di(2-butoxyethoxyethyl) adipate C(CCCCC(=O)OCCOCCOCCCC)(=O)OCCOCCOCCCC